4-amino-N-cyclopropyl-N-((5-ethynylpyridin-2-yl)methyl)-1,3-dihydrofuro[4,3-c]quinoline-8-carboxamide NC1=NC=2C=CC(=CC2C2=C1COC2)C(=O)N(CC2=NC=C(C=C2)C#C)C2CC2